C(C)C=1C(=CC=C2C=C(C=C(C12)C1=C(C=2N=C(N=C(C2C=N1)NCCC(=O)OC)OC[C@]12CCCN2C[C@@H](C1)F)F)O)F methyl 3-((7-(8-ethyl-7-fluoro-3-hydroxynaphthalen-1-yl)-8-fluoro-2-(((2R,7aS)-2-fluorotetrahydro-1H-pyrrolizin-7a(5H)-yl)methoxy)pyrido[4,3-d]pyrimidin-4-yl)amino)propanoate